C(C)(=O)N1CCN(CC1)C1=C(C=CC=C1)SC1=C(C=C(C=C1)C)C 1-acetyl-4-(2-(2,4-dimethylphenylsulfanyl)phenyl)piperazine